6-((1-(6-cyclopropylimidazo[1,2-a]pyridin-2-yl)ethyl)amino)-3-((1S,2S)-2-(4-methylpyrimidin-2-yl)cyclopropyl)-4H-benzo[e][1,2,4]thiadiazine 1,1-dioxide C1(CC1)C=1C=CC=2N(C1)C=C(N2)C(C)NC=2C=CC1=C(NC(=NS1(=O)=O)[C@@H]1[C@H](C1)C1=NC=CC(=N1)C)C2